C[N+]1(CCC(CC1)C=1C=C(C(=CC1)NC(=O)C1=NOC(=C1)C)C=1CCCCC1)C 1,1-dimethyl-4-(6-(5-methylisoxazole-3-carboxamido)-2',3',4',5'-tetrahydro-[1,1'-biphenyl]-3-yl)piperidin-1-ium